2-amino-N-((5-bromo-3-methyl-2-pyridinyl)methyl)-3-methyl-N-((1R)-1-(2-pyrimidinyl)ethyl)-6-quinolinecarboxamide NC1=NC2=CC=C(C=C2C=C1C)C(=O)N([C@H](C)C1=NC=CC=N1)CC1=NC=C(C=C1C)Br